6-(((1S,3R)-3-aminocyclohexyl)amino)-2-methyl-4-(trifluoromethyl)pyridazin-3(2H)-one trifluoroacetate salt FC(C(=O)O)(F)F.N[C@H]1C[C@H](CCC1)NC=1C=C(C(N(N1)C)=O)C(F)(F)F